N-{(2S,3R)-2-[(2,3'-difluoro-5'-methyl-[1,1'-biphenyl]-3-yl)methyl]-4,4-difluoro-1-[(2S)-oxetane-2-carbonyl]pyrrolidin-3-yl}cyclopropanesulfonamide FC1=C(C=CC=C1C[C@@H]1N(CC([C@@H]1NS(=O)(=O)C1CC1)(F)F)C(=O)[C@H]1OCC1)C1=CC(=CC(=C1)C)F